[N-]=C=O.O=C1C=C(CC(C)(C)C1)C.O=C1C=C(CC(C)(C)C1)C diisophorone isocyanate